4-(4-isopropylphenyl)-1,1,1-trifluorobut-2-en-2-yl acetate C(C)(=O)OC(C(F)(F)F)=CCC1=CC=C(C=C1)C(C)C